C(C1=CC=CC=C1)N(CC(O)C1=CC(=NC=C1)C)CCO 2-(benzyl(2-hydroxyethyl)amino)-1-(2-methylpyridin-4-yl)ethan-1-ol